NC1=C2C(=NC=N1)N(N=C2C2=CC=C(C=C2)OC2=CC=CC=C2)CCNS(=O)(=O)C2=C(C(=C(C(=C2O)F)F)F)F (2-(4-amino-3-(4-phenoxyphenyl)-1H-pyrazolo[3,4-d]pyrimidin-1-yl)ethyl)-2,3,4,5-tetrafluoro-6-hydroxybenzenesulfonamide